C1(CC1)COC1=C(C=CC=C1)CNC(=O)C1CN(CCC1)C1=CC=C2C(=NNC2=C1)C(=O)NC 6-[3-({[2-(cyclopropylmethoxy)phenyl]methyl}carbamoyl)piperidin-1-yl]-N-methyl-1H-indazole-3-carboxamide